[14,14,14-2H3]tetradecanoic acid C(CCCCCCCCCCCCC([2H])([2H])[2H])(=O)O